tert-butyl (4-(hydroxymethyl)-5-fluoropyridin-2-yl)(4-methoxybenzyl)carbamate OCC1=CC(=NC=C1F)N(C(OC(C)(C)C)=O)CC1=CC=C(C=C1)OC